(2R)-2-(9H-fluoren-9-yl-methoxycarbonylamino)-3-methylbutanoic acid C1=CC=CC=2C3=CC=CC=C3C(C12)N([C@@H](C(=O)O)C(C)C)C(=O)OC